3,4-dihydroxy-5-(3-hydroxy-5-methylphenoxy)benzoic acid OC=1C=C(C(=O)O)C=C(C1O)OC1=CC(=CC(=C1)C)O